C=1N=CN2C1C1=CC=CC=C1[C@H]2[C@@H]2[C@@H](C1(CC2)CCOCC1)O (1S,2R)-2-((R)-5H-Imidazo[5,1-a]isoindol-5-yl)-8-oxaspiro[4.5]decan-1-ol